CN(C)C1=CC=CC2=CC=CC(=C12)N(C)C 1,8-bis(N,N-dimethylamino)-naphthalene